BrC1=NN(C(C2=CC=C(C=C12)C(C(F)(F)F)C)=O)CC(=O)OCC ethyl 2-(4-bromo-1-oxo-6-(1,1,1-trifluoropropan-2-yl)phthalazin-2(1H)-yl)acetate